1-(cyclopropylmethyl)-6-(2,4-dimethoxyphenyl)-3H-imidazo[4,5-b]Pyridine C1(CC1)CN1CNC2=NC=C(C=C21)C2=C(C=C(C=C2)OC)OC